(R)-4-[(ethyl-naphthalen-2-yl-amino)-methyl]-4,5-dihydro-oxazol-2-ylamine C(C)N(C1=CC2=CC=CC=C2C=C1)C[C@H]1N=C(OC1)N